ClC1=CC=C(S1)CNC1=CC(=NN1C(C(CO)(C)C)=O)C1CCNCC1 1-(5-[(5-chlorothiophen-2-yl)methyl]amino-3-(piperidin-4-yl)-1H-pyrazol-1-yl)-3-hydroxy-2,2-dimethylpropan-1-one